1-{2-[(3R)-3-methylmorpholin-4-yl]-8-(1-{[2-(trimethylsilyl)ethoxy]methyl}-1H-pyrazol-5-yl)-1,7-naphthyridin-4-yl}cyclohexanol C[C@H]1N(CCOC1)C1=NC2=C(N=CC=C2C(=C1)C1(CCCCC1)O)C1=CC=NN1COCC[Si](C)(C)C